FC1=C(C(=CC=C1)F)NN1C(=NCC1)C1=NC(=NC=C1Br)SC N-(2,6-difluorophenyl)-2-(2-methylsulfanyl-5-bromopyrimidin-4-yl)-4,5-dihydro-1H-imidazol-1-amine